6-(4-ethyl-3-(hydroxymethyl)-5-oxo-4,5-dihydro-1H-1,2,4-triazol-1-yl)-7-fluoro-2-(5-fluoro-2-methoxypyridin-4-yl)-4-isopropylisoquinolin-1(2H)-one C(C)N1C(=NN(C1=O)C=1C=C2C(=CN(C(C2=CC1F)=O)C1=CC(=NC=C1F)OC)C(C)C)CO